isopropoxy-1,1-diphenylurea C(C)(C)ONC(N(C1=CC=CC=C1)C1=CC=CC=C1)=O